NC1=C2C(=NC=N1)N(N=C2C2=CC=C(C=C2)OC2=CC=CC=C2)C2CCN(CC2)C(CCCCCCCSC2=C1C(N(C(C1=C(C=C2)F)=O)C2C(NC(CC2)=O)=O)=O)=O 4-((8-(4-(4-amino-3-(4-phenoxyphenyl)-1H-pyrazolo[3,4-d]pyrimidin-1-yl)piperidin-1-yl)-8-oxooctyl)thio)-2-(2,6-dioxopiperidin-3-yl)-7-fluoroisoindoline-1,3-dione